C(=O)O.O=C1NC(CCC1N1C(C2=CC=C(C=C2C1=O)NCC(=O)NCCCC(=O)NC)=O)=O 4-(2-((2-(2,6-dioxopiperidin-3-yl)-1,3-dioxoisoindol-5-yl)amino)acetamido)-N-methylbutanamide formate